N-(5-(4-cyclopropylpiperazin-1-yl)pyridin-2-yl)-5-fluoro-4-(9-fluoro-4-methyl-3,4-dihydro-1H-benzo[4,5]imidazo[2,1-c][1,4]oxazin-7-yl)pyrimidin-2-amin C1(CC1)N1CCN(CC1)C=1C=CC(=NC1)NC1=NC=C(C(=N1)C1=CC2=C(N=C3COCC(N32)C)C(=C1)F)F